N-(2,4,6-trimethylphenyl)-N-methylpyrrolidinium CC1=C(C(=CC(=C1)C)C)[N+]1(CCCC1)C